(S)-N-((R)-1-(5-(1H-imidazol-2-yl)thiophen-2-yl)ethyl)-2-methylpropane-2-sulfinamide N1C(=NC=C1)C1=CC=C(S1)[C@@H](C)N[S@@](=O)C(C)(C)C